C(CCCCCCCCCCC)C(C(=O)[O-])S dodecylthioglycolate